tert-butyl (3R,5S)-3-amino-5-hydroxypiperidine-1-carboxylate N[C@H]1CN(C[C@H](C1)O)C(=O)OC(C)(C)C